(S)-2-(5-(6',8'-dihydrospiro[chromane-4,9'-pyrido[3',2':4,5]imidazo[2,1-c][1,4]oxazin]-2'-yl)pyrimidin-2-yl)propan-2-ol N1=C(C=CC=2N=C3COC[C@]4(N3C21)CCOC2=CC=CC=C24)C=2C=NC(=NC2)C(C)(C)O